FC(COC1=CC=C(C=C1)C1C(C1)C(=O)ON1C(C2=CC=CC=C2C1=O)=O)(F)F 1,3-dioxoisoindolin-2-yl 2-(4-(2,2,2-trifluoroethoxy)phenyl)cyclopropane-1-carboxylate